(1aR,5aR)-2-(2,4-Difluoro-phenyl)-1a,2,5,5a-tetrahydro-1H-2,3-diaza-cyclopropa[a]pentalene-4-carboxylic acid ((R)-2-hydroxy-1-pyridin-4-yl-ethyl)-amide OC[C@@H](C1=CC=NC=C1)NC(=O)C=1C=2C[C@@H]3[C@H](C2N(N1)C1=C(C=C(C=C1)F)F)C3